The molecule is a retinyl ester obtained by formal condensation of the carboxy group of hexadecanoic acid with the hydroxy group of 13-cis-retinol. It derives from a 13-cis-retinol. CCCCCCCCCCCCCCCC(=O)OC/C=C(/C)\\C=C\\C=C(/C)\\C=C\\C1=C(CCCC1(C)C)C